FC1=CC=C(C=C1)NNC(=O)C=1C(=NN(C1)C=1SC=CN1)C N'-(4-fluorophenyl)-3-methyl-1-(thiazol-2-yl)-1H-pyrazole-4-carbohydrazide